Methyl 2-((1R,3R,5S)-3-((5-cyclopropyl-3-(2,6-difluorophenyl) isoxazol-4-yl) methoxy)-8-azabicyclo[3.2.1]oct-8-yl)-4-ethynylbenzo[d]thiazole-6-carboxylate C1(CC1)C1=C(C(=NO1)C1=C(C=CC=C1F)F)COC1C[C@H]2CC[C@@H](C1)N2C=2SC1=C(N2)C(=CC(=C1)C(=O)OC)C#C